6-nitro-1-[(cis)-3-hydroxy-3-methylcyclobutyl]-8-(trifluoromethyl)-1,2,3,4-tetrahydroquinolin-2-one [N+](=O)([O-])C=1C=C2CCC(N(C2=C(C1)C(F)(F)F)C1CC(C1)(C)O)=O